1,4-thiazine-6-carboxamide hydrochloride Cl.S1CC=NC=C1C(=O)N